Pentafluorophenyl 4,5-dimethylthiazole-2-sulfonate CC=1N=C(SC1C)S(=O)(=O)OC1=C(C(=C(C(=C1F)F)F)F)F